C(C)S(=O)(=O)N1CCC(CC1)CNC(=O)C1=CN=CS1 N-((1-(ethylsulfonyl)piperidin-4-yl)methyl)thiazole-5-carboxamide